ClC1=C(C=C2C=C(N=CC2=C1)NC(=O)C1C(C1C1=NC=CC=C1)CC)C1CCN(CC1)C1(COCC1O)C N-(7-chloro-6-(1-(4-hydroxy-3-methyltetrahydrofuran-3-yl)piperidin-4-yl)isoquinolin-3-yl)-2-ethyl-3-(pyridin-2-yl)cyclopropane-1-carboxamide